N1=C(C=CC=C1)C1=NC2=C(SC3=C2C=CC=C3)C=C1 pyridyl-azadibenzothiophene